9,10-bis(4-hydroxystyryl)anthracene OC1=CC=C(C=CC=2C3=CC=CC=C3C(=C3C=CC=CC23)C=CC2=CC=C(C=C2)O)C=C1